5-[(2R,5S)-5-methyl-2-piperidyl]-1H-thieno[3,2-c]pyrazole C[C@H]1CC[C@@H](NC1)C1=CC=2NN=CC2S1